2,6-dicyclohexylpiperidin-4-one C1(CCCCC1)C1NC(CC(C1)=O)C1CCCCC1